6-cyano-7-((3-methyloxetan-3-yl)amino)-1H-indole-1-carboxylic acid tert-butyl ester C(C)(C)(C)OC(=O)N1C=CC2=CC=C(C(=C12)NC1(COC1)C)C#N